(R)-6-((4-chlorobenzyl)amino)-3-((4-hydroxy-1-(3-phenylbutanoyl)piperidin-4-yl)methyl)pyrimidin-4(3H)-one ClC1=CC=C(CNC2=CC(N(C=N2)CC2(CCN(CC2)C(C[C@@H](C)C2=CC=CC=C2)=O)O)=O)C=C1